C(C(C)C)OC(=O)C=1NC2=CC=C(C=C2C1I)F 5-Fluoro-3-iodo-1H-indole-2-carboxylic acid isobutyl ester